N1(CCCC2=CC=CC=C12)C=1C=C(N(C)C)C=C(C1)I 3-(3,4-dihydroquinolin-1(2H)-yl)-5-iodo-N,N-dimethylaniline